benzyl 3-(2,4-dioxotetrahydropyrimidine-1(2H)-yl)-4-methoxybenzoate O=C1N(CCC(N1)=O)C=1C=C(C(=O)OCC2=CC=CC=C2)C=CC1OC